N-{4-benzyl-1-[(4-methoxyphenyl)methyl]pyrazol-3-yl}-2-cyclopropyl-5-fluoropyridine-4-carboxamide C(C1=CC=CC=C1)C=1C(=NN(C1)CC1=CC=C(C=C1)OC)NC(=O)C1=CC(=NC=C1F)C1CC1